(S)-N-(4-(6-(1-hydroxybutyl)-4-methylpyridin-3-yl)-1-methyl-1H-imidazo[4,5-f]isoquinolin-8-yl)cyclopropanecarboxamide O[C@@H](CCC)C1=CC(=C(C=N1)C1=C2C(=C3C=C(N=CC3=C1)NC(=O)C1CC1)N(C=N2)C)C